[Pt].N[Pt]N diaminoplatinum (II) platinum